ClC1=C(C(=CC=C1)C)NC(=O)C1=CN=C(S1)NC1=NC(=NC(=C1)N1CCN(CC1)CC=1C=C2CN(C(C2=CC1)=O)C1C(NC(CC1)=O)=O)C N-(2-chloro-6-methylphenyl)-2-((6-(4-((2-(2,6-dioxopiperidin-3-yl)-1-oxoisoindolin-5-yl)methyl)piperazin-1-yl)-2-methylpyrimidin-4-yl)amino)thiazole-5-carboxamide